(R)-2-(3-(5-(4-methyl-4H-1,2,4-triazol-3-yl)spiro[2.3]hexan-5-yl)phenyl)-6-((2-methylmorpholinyl)methyl)-4-(trifluoromethyl)isoindolin-1-one CN1C(=NN=C1)C1(CC2(CC2)C1)C=1C=C(C=CC1)N1C(C2=CC(=CC(=C2C1)C(F)(F)F)CN1C[C@H](OCC1)C)=O